FC1=CC(=C(C=2C3=C(C(NC12)(C)C)C=NN3C)C)C3=C1C=NN(C1=CC(=C3)F)S(=O)(=O)C 6-fluoro-8-(6-fluoro-1-methylsulfonylindazol-4-yl)-1,4,4,9-tetramethyl-5H-pyrazolo[4,3-c]quinoline